COC1=CC=C(C=N1)[C@@H](CC(=O)O)N1N=C(C=C1)OCCCC1=NC=2NCCCC2C=C1 |r| (±)-3-(6-Methoxypyridin-3-yl)-3-(3-(3-(5,6,7,8-tetrahydro-1,8-naphthyridin-2-yl)propoxy)-1H-pyrazol-1-yl)propanoic acid